OC1=C2CC[C@H](CC2=CC=C1)N(CCC)CC1CCN(CC1)C(=O)C=1C=C(C(=O)N)C=CC1 (R)-3-(4-(((5-Hydroxy-1,2,3,4-tetrahydronaphthalen-2-yl)(propyl)amino)methyl)piperidine-1-carbonyl)benzamide